O1C=C(C=C1)C=1C(C(=C2COCCN2C1)C(=O)O)=O 7-(Furan-3-yl)-8-oxo-1,3,4,8-tetrahydropyrido[2,1-c][1,4]Oxazine-9-carboxylic acid